C(C)(C)(C)C1=C(C(C(=O)[O-])=CC(=C1)C(C)(C)C)O.[Cr+3].C(C)(C)(C)C1=C(C(C(=O)[O-])=CC(=C1)C(C)(C)C)O.C(C)(C)(C)C1=C(C(C(=O)[O-])=CC(=C1)C(C)(C)C)O chromium 3,5-di-tert-butylsalicylate